C(C=C)C1=CC(=C(C=C1)O)O 1-allyl-3,4-dihydroxybenzene